CC1C(CC(C(N1CCOCCOCC#C)=O)NC(OC(C)(C)C)=O)C1=C(C(=CC=C1F)F)F tert-butyl N-[6-methyl-2-oxo-1-[2-(2-prop-2-ynoxyethoxy)ethyl]-5-(2,3,6-trifluorophenyl)-3-piperidyl]carbamate